diazanorcarene C12=NNCCC1C2